1-((2R,3S,4R,5R)-5-((bis(4-methoxyphenyl)(phenyl)methoxy)methyl)-3-fluoro-4-hydroxytetrahydrofuran-2-yl)pyrimidine-2,4(1H,3H)-dione COC1=CC=C(C=C1)C(OC[C@@H]1[C@H]([C@@H]([C@@H](O1)N1C(NC(C=C1)=O)=O)F)O)(C1=CC=CC=C1)C1=CC=C(C=C1)OC